(E)-3-(5-((3,5-bis(trifluoromethyl)benzyl)oxy)-5,6,7,8-tetrahydronaphthalen-2-yl)-N-hydroxyacrylamide FC(C=1C=C(COC2C=3C=CC(=CC3CCC2)/C=C/C(=O)NO)C=C(C1)C(F)(F)F)(F)F